[Cl-].[Cl-].C(CCC)[Zr+2](C=1C(C2=CC=CC=C2C1)CC=C)C1C=CC=C1 butylcyclopentadienyl(1-allylindenyl)zirconium dichloride